C1(=CC=CC=C1)C(=O)N1C=2C3=C(NC=C3CCC1)N=CN2 phenyl-(2,7,8,9-tetrahydro-6H-2,3,5,6-tetraazabenzo[cd]azulen-6-yl)methanone